methyl 5-((4-((4-morpholinylpyrimidin-2-yl) amino)-7-methoxyquinazolin-6-yl) amino)-5-oxopentanoate N1(CCOCC1)C1=NC(=NC=C1)NC1=NC=NC2=CC(=C(C=C12)NC(CCCC(=O)OC)=O)OC